ClC1=C(C#N)C=C(C=C1)N1C2=C(C(=C1)C=1SC=CC1)C(C(C2)(F)F)O chloro-5-(5,5-difluoro-4-hydroxy-3-(thiophen-2-yl)-5,6-dihydro-cyclopenta[b]pyrrol-1(4H)-yl)benzonitrile